methyl (S)-2-((2-(2,6-difluoro-4-aminophenyl)-7-methylimidazo[1,2-a]pyridin-3-yl)-methyl)morpholine-4-carboxylate FC1=C(C(=CC(=C1)N)F)C=1N=C2N(C=CC(=C2)C)C1C[C@H]1CN(CCO1)C(=O)OC